C(C=C)(=O)OC1CC(NC(C1)(C)C)(C)C 2,2,6,6-tetramethyl-4-piperidyl acrylate